C[Si](OCC)(OCC)CCCCCCCCC Methylnonyldiethoxysilane